ClC1=NC(=CC(=C1)C=1C(=NN2C1N=C(C=C2)C(=O)NC2CC(C2)O)C2=CC(=CC=C2)C#N)C 3-(2-chloro-6-methyl-4-pyridinyl)-2-(3-cyanophenyl)-N-(3-hydroxycyclobutyl)pyrazolo[1,5-a]pyrimidine-5-carboxamide